N1=NN=CC=2CN(CCCC21)C(=O)OC(C)(C)C tert-butyl 8,9-dihydro-5H-[1,2,3]triazino[5,4-C]azepine-6(7H)-carboxylate